2-(4-(pentafluoro-λ6-sulfaneyl)phenyl)pyridine FS(C1=CC=C(C=C1)C1=NC=CC=C1)(F)(F)(F)F